N[C@@H](CC1=CC=CC=C1)C(=O)O.[B] boron phenylalanine